9-((2-chloro-4-phenoxyphenyl)(hydroxy)methyl)-2-((2-methoxyethoxy)methyl)-2-methyl-1,2,4,7-tetrahydro-3H-pyrrolo[3',2':5,6]pyrido[3,4-b]pyrazin-3-one ClC1=C(C=CC(=C1)OC1=CC=CC=C1)C(C1=CNC2=C1C1=C(NC(C(N1)(C)COCCOC)=O)C=N2)O